C1(=CC=CC=C1)P(C1=CC=CC=C1)=O Diphenyl-phosphine oxide